BrC=1C(=C(C2=C(CCO2)C1F)N1C[C@](CC1)(C(=O)OC)NC(=O)OC(C)(C)C)C=O methyl (R)-1-(5-bromo-4-fluoro-6-formyl-2,3-dihydrobenzofuran-7-yl)-3-((tert-butoxycarbonyl)amino)pyrrolidine-3-carboxylate